(S)-2-Cyclopropyl-6-[1-(2-fluoro-6-methyl-phenyl)-piperidin-4-yl]-7-methyl-4-(2-trifluoromethyl-benzyl)-2,4,6,7-tetrahydro-pyrazolo[4,3-d]pyrimidin-5-on C1(CC1)N1N=C2C(N(C(N([C@H]2C)C2CCN(CC2)C2=C(C=CC=C2C)F)=O)CC2=C(C=CC=C2)C(F)(F)F)=C1